[O-]S(=O)(=O)C(F)(F)F.C(CCC)OC1=CC=C(C2=CC(=CC=C12)OCCCC)[S+]1CCCC1 1-(4,7-dibutoxy-1-naphthyl)tetrahydrothiophenium triflate